ClC=1C=C(C2=C(NC=N2)C1)N1CCN(CC1)C 6-chloro-4-(4-methylpiperazin-1-yl)-1H-benzo[d]imidazole